4-methyl-N-(pyridin-2-yl)-6'-(trifluoromethoxy)-[3,4'-bipyridine] CC1=C(CN(C=C1)C1=NC=CC=C1)C1=CC=NC(=C1)OC(F)(F)F